C(\C=C\C1=CC=C(C=C1)O)(=O)[O] p-coumaroyl-oxygen